2-(2-nitrophenyl)-ethane-2-ol [N+](=O)([O-])C1=C(C=CC=C1)C(C)O